4-fluoro-1-{2-[(1,3-oxazol-2-yl)amino]acetyl}-N-{phenyl[4-(propan-2-yl)phenyl]methyl}pyrrolidine-2-carboxamide FC1CC(N(C1)C(CNC=1OC=CN1)=O)C(=O)NC(C1=CC=C(C=C1)C(C)C)C1=CC=CC=C1